C(C)OC1=C(C=CC(=N1)[C@@H](CS(=O)(=O)C)N1C(N(C2=C1C=CC(=C2)C2=NC=CC=C2)C)=O)OC (S)-1-(1-(6-ethoxy-5-methoxypyridin-2-yl)-2-(methylsulfonyl)ethyl)-3-methyl-5-(pyridin-2-yl)-1H-benzo[d]imidazol-2(3H)-one